ClCCCOC1=CC=C(C=C1)C=1N(C2=CC(=C(C=C2C(C1OC)=O)OC)OC)C 2-(4-(3-Chloropropoxy)phenyl)-3,6,7-trimethoxy-1-methylquinolin-4(1H)-one